O/N=C(/N(CC1=CC=NN1C(C)C)CC=1C=CC(=NC1)C(=O)OC)\N Methyl (E)-5-((2-hydroxy-1-((1-isopropyl-1H-pyrazol-5-yl)methyl)guanidino)methyl)picolinate